Benzyl (S)-2-((((S)-1-(tert-butoxy)-1-oxopropan-2-yl) (4-chloro-2-(4-(2-((dimethylamino) methyl)-1-methyl-1H-imidazol-5-yl) phenoxy) benzyl) carbamoyl) oxy)-3-phenylpropionate C(C)(C)(C)OC([C@H](C)N(C(=O)O[C@H](C(=O)OCC1=CC=CC=C1)CC1=CC=CC=C1)CC1=C(C=C(C=C1)Cl)OC1=CC=C(C=C1)C1=CN=C(N1C)CN(C)C)=O